(E)-5-decene CCCC\C=C\CCCC